BrC1=CC=C(C=2OCOC21)OC 4-bromo-7-methoxybenzo[d][1,3]dioxole